NC=1C=2N(C=CN1)C(=NC2I)[C@@H]2CN(CC2)C(C=C)=O (S)-1-(3-(8-Amino-1-iodoimidazo[1,5-a]pyrazin-3-yl)pyrrolidin-1-yl)prop-2-en-1-one